Cl.NC1[C@@H]2CN(C[C@H]12)C(=O)OC(C)(C)C tert-Butyl (1R,5S,6s)-6-amino-3-azabicyclo[3.1.0]hexane-3-carboxylate, hydrochloride